(R/S)-2-bromobutyric acid Br[C@@H](C(=O)O)CC |r|